O[C@]1(CN(C[C@@H]1OC1=C(C(=C(C=C1)F)F)F)S(=O)(=O)C1=C(C#N)C=C(C=C1)C(F)(F)F)CO 2-(((3r,4s)-3-hydroxy-3-(hydroxymethyl)-4-(2,3,4-trifluorophenoxy)pyrrolidin-1-yl)sulfonyl)-5-(trifluoromethyl)benzonitrile